ClC1=C(C=CC=C1)NNC(C1=CC=C(C=C1)C1=NOC(=N1)C(F)(F)F)=O N'-(2-chloro-phenyl)-4-[5-(trifluoromethyl)-1,2,4-oxadiazol-3-yl]benzoyl-hydrazine